[Cl-].C(CCCCCCCCCCC)[N+](CCO)(CCO)CC1=CC=CC=C1 N-dodecyl-N,N-di(2-hydroxyethyl)benzyl-ammonium chloride